Tert-butyl (R)-(2-((4-methyl-1,1-dioxido-3,4-dihydro-2H-benzo[b][1,4,5]oxathiazepin-7-yl)oxy)ethyl)carbamate C[C@@H]1CNS(C2=C(O1)C=C(C=C2)OCCNC(OC(C)(C)C)=O)(=O)=O